C(C)(C)(CC(C)(C)C)C(C(=O)O)OC1=CC=CC=C1 tert-octyl-phenoxyacetic acid